(2R,4R)-6,7-difluoro-4-hydroxy-N-[4-(2-{[cis-3-(trifluoromethoxy)cyclobutyl]oxy}acetamido)bicyclo[2.2.2]octan-1-yl]-3,4-dihydro-2H-1-benzopyran-2-carboxamide FC=1C(=CC2=C([C@@H](C[C@@H](O2)C(=O)NC23CCC(CC2)(CC3)NC(CO[C@@H]3C[C@@H](C3)OC(F)(F)F)=O)O)C1)F